(7-methyl-4,5,6,7-tetrahydrobenzo[d]thiazol-2-yl)methyl ((2-(2,6-dioxopiperidin-3-yl)-3-oxoisoindolin-5-yl)methyl)carbamate O=C1NC(CCC1N1CC2=CC=C(C=C2C1=O)CNC(OCC=1SC2=C(N1)CCCC2C)=O)=O